(3,4-dichloro-1H-indol-7-yl)-4-(1-(4-(2,2,2-trifluoroacetyl)piperazin-1-yl)cyclopropyl)benzenesulfonamide ClC1=CNC2=C(C=CC(=C12)Cl)C1=C(C=CC(=C1)C1(CC1)N1CCN(CC1)C(C(F)(F)F)=O)S(=O)(=O)N